N-cyclohexyl-4-(furo[3,2-c]pyridin-4-yl)benzamide C1(CCCCC1)NC(C1=CC=C(C=C1)C1=NC=CC2=C1C=CO2)=O